ClC=1C=C(C=CC1OCC1=C(C(=CC=C1)C1=CC2=C(OCCO2)C=C1)C)C=C(C(=O)[O-])C#N 3-(3-chloro-4-((3-(2,3-dihydrobenzo[b][1,4]dioxin-6-yl)-2-methylbenzyl) oxy) phenyl)-2-cyanoacrylate